4-tert-butyl-pyrene C(C)(C)(C)C=1C2=CC=CC3=CC=C4C=CC=C(C1)C4=C32